C(C)(C)(C)OC(=O)N1CCN(C2=CC=CC(=C12)C)C1=CC2=C(N=C(N=C2)NC=2C=NN(C2)C2CCN(CC2)C)N(C1=O)C 8-methyl-4-[8-methyl-2-[[1-(1-methyl-4-piperidinyl)pyrazol-4-yl]amino]-7-oxo-pyrido[2,3-d]pyrimidin-6-yl]-2,3-dihydroquinoxaline-1-carboxylic acid tert-butyl ester